2-({4-[3-(4-methylbenzenesulfonamido)benzoyl]piperazin-1-yl}methyl)-1-{[(2S)-oxetan-2-yl]methyl}-1H-1,3-benzodiazole-6-carboxylic acid CC1=CC=C(C=C1)S(=O)(=O)NC=1C=C(C(=O)N2CCN(CC2)CC2=NC3=C(N2C[C@H]2OCC2)C=C(C=C3)C(=O)O)C=CC1